di((Z)-undec-2-en-1-yl) 7-hydroxytridecanedioate OC(CCCCCC(=O)OC\C=C/CCCCCCCC)CCCCCC(=O)OC\C=C/CCCCCCCC